methyl (1r,2'S,4S)-4-[(3-chlorophenyl)(trifluoroacetyl)amino]-6'-(1,3-dioxan-2-yl)-2'-[(2R)-3-hydroxy-2-methylpropyl]-2',3'-dihydrospiro[cyclohexane-1,1'-indene]-4-carboxylate ClC=1C=C(C=CC1)N(C1(CCC2([C@H](CC3=CC=C(C=C23)C2OCCCO2)C[C@H](CO)C)CC1)C(=O)OC)C(C(F)(F)F)=O